N[C@H](CC(C(=O)O)(C)C)CC1=CC=C(C=C1)NC(CNC(CNC(CNC(=O)OCC1C2=CC=CC=C2C=2C=CC=CC12)=O)=O)=O (4S)-4-Amino-5-(4-{2-[2-(2-{[(9H-fluoren-9-ylmethoxy)carbonyl]amino}acetamido)acetamido]acetamido}phenyl)-2,2-dimethylpentanoic acid